potassium cyclohexanate C1(CCCCC1)C(=O)[O-].[K+]